trans-dodec-2-enal C(\C=C\CCCCCCCCC)=O